(4-methyl)-4-(3,5-difluorostyryl)-N,N-dimethylaniline CC1(CC=C(N(C)C)C=C1)C=CC1=CC(=CC(=C1)F)F